OC=1C=C(CN)C=CC1O L-3,4-dihydroxybenzylamine